N[C@H]1[C@@H](COCC1)O (3s,4r)-4-aminooxan-3-ol